N-(5-(3,5-dichlorophenyl)naphthalen-1-yl)-N,9-diphenyl-9H-carbazol-3-amine ClC=1C=C(C=C(C1)Cl)C1=C2C=CC=C(C2=CC=C1)N(C=1C=CC=2N(C3=CC=CC=C3C2C1)C1=CC=CC=C1)C1=CC=CC=C1